4-methoxycinnamic acid (2-ethylhexyl) ester (ethylhexyl methoxycinnamate) C(C)C1=C(C(=C(C(=O)O)OC)CCCCCC)C=CC=C1.C(C)C(COC(C=CC1=CC=C(C=C1)OC)=O)CCCC